2-chloro-N-cyclopropyl-5-[4-[2-methyl-5-(1,1,2,2,2-pentafluoroethyl)-4-(trifluoromethyl)pyrazol-3-yl]imidazol-1-yl]benzamide ClC1=C(C(=O)NC2CC2)C=C(C=C1)N1C=NC(=C1)C=1N(N=C(C1C(F)(F)F)C(C(F)(F)F)(F)F)C